pentaerythritol β-(3,5-di-tert-butyl-hydroxyphenyl)propionate [3,3-difluoro-5-(p-tolylsulfonyloxy)pentyl]4-methylbenzenesulfonate FC(CCC1=C(C=CC(=C1)C)S(=O)(=O)OCC(COC(CCC1=C(C(=CC(=C1)C(C)(C)C)C(C)(C)C)O)=O)(CO)CO)(CCOS(=O)(=O)C1=CC=C(C=C1)C)F